C(C)(C)(C)C#CC(OC)([SiH3])C 3-tertiary butyl-dimethyl-silyl-2-propyn-1-ol